[Co+2].S(=O)(=O)([O-])[O-].[Ni+2].S(=O)(=O)([O-])[O-] nickel sulfate cobalt salt